C[N+](C)(C)CCCC[C@@H](C(=O)[O-])N N(6),N(6),N(6)-trimethyl-L-lysine